N-(3-cyano-4-fluorophenyl)-1,3,5-trimethylpyrrole-2-carboxamide C(#N)C=1C=C(C=CC1F)NC(=O)C=1N(C(=CC1C)C)C